1-[(2-bromo-5-cyanobenzoyl)amino]-3-methylthiourea BrC1=C(C(=O)NNC(=S)NC)C=C(C=C1)C#N